Rac-6-[3-[(3,4-Dimethoxyphenyl)-phenyl-methyl]azetidine-1-carbonyl]-4H-1,4-benzoxazin-3-one COC=1C=C(C=CC1OC)[C@H](C1CN(C1)C(=O)C=1C=CC2=C(NC(CO2)=O)C1)C1=CC=CC=C1 |r|